3-(6-fluoro-1-oxo-4-((7-(spiro[3.3]heptan-2-ylamino)heptyl)thio)isoindolin-2-yl)piperidine FC1=CC(=C2CN(C(C2=C1)=O)C1CNCCC1)SCCCCCCCNC1CC2(C1)CCC2